N-(5-cyano-6-fluoro-indan-2-yl)-N-[(2S)-2-hydroxy-2-(3-pyridyl)ethyl]propenamide C(#N)C=1C=C2CC(CC2=CC1F)N(C(C=C)=O)C[C@H](C=1C=NC=CC1)O